COC1=CC=2C(=C3C(=NC2C=C1COCCN1CCCC1)CCC3)N[C@@H]3CNCCOC3 (6R)-N-(7-methoxy-6-{[2-(pyrrolidin-1-yl)ethoxy]methyl}-1H,2H,3H-cyclopenta[b]quinolin-9-yl)-1,4-oxazepan-6-amine